5-ethylnonane C(C)C(CCCC)CCCC